6-fluoro-7-(2-fluoro-6-hydroxyphenyl)-1-(2-Isopropyl-4-methylpyridin-3-yl)-4-(piperazin-1-yl)quinolin-2(1H)-one 2,2,2-trifluoroacetate FC(C(=O)O)(F)F.FC=1C=C2C(=CC(N(C2=CC1C1=C(C=CC=C1O)F)C=1C(=NC=CC1C)C(C)C)=O)N1CCNCC1